6-Oxo-6-[(3Z,12Z)-pentadeca-3,12-dien-8-yloxy]hexanoic acid O=C(CCCCC(=O)O)OC(CCC\C=C/CC)CCC\C=C/CC